O=C1NC(CCC1N1C(C2=CC=CC(=C2C1=O)NCC1=CC=C(C=C1)CN1CCN(CC1)C1=NC=CC=C1F)=O)=O 2-(2,6-dioxopiperidin-3-yl)-4-(4-((4-(3-fluoropyridin-2-yl)piperazin-1-yl)methyl)benzylamino)isoindoline-1,3-dione